NC1=CC(=NN1CCC(=O)N)C 3-(5-amino-3-methyl-pyrazol-1-yl)propanamide